Cl.ClC=1C2=CN(N=C2C=CC1C1=NNC2=NC(=C(N=C21)C)N2C1CNCC2CCC1)C 4-Chloro-5-(6-{3,9-diaza-bicyclo[3.3.1]nonan-9-yl}-5-methyl-1H-pyrazolo[3,4-b]pyrazin-3-yl)-2-methyl-2H-indazole, hydrochloride salt